C(C)(C)(C)[C@@H](CCC)N(NC(C1=C(C(=CC=C1)OC)CC)=O)C(C1=CC(=CC(=C1)C)C)=O (R)-3,5-Dimethyl-benzoic acid N-(1-tert-butyl-butyl)N'-(2-ethyl-3-methoxy-benzoyl)-hydrazide